perfluoroethylene glycol caprylate C(CCCCCCC)(=O)OC(C(F)(F)O)(F)F